C(CCCCCCCCCCCCC)(=O)OCC1OC(CC1)COS(=O)(=O)O 5-tetrahydrofurandimethanol sulfate myristate